3-(tert-Butyl) 2-isopropyl (1R,5S)-8-benzyl-3,8-diazabicyclo[3.2.1]octane-2,3-dicarboxylate C(C1=CC=CC=C1)N1[C@H]2C(N(C[C@@H]1CC2)C(=O)OC(C)(C)C)C(=O)OC(C)C